2-(2-(2-cyanophenyl)-2-(1-methyl-1H-pyrazol-4-yl)ethyl)-5-methoxy-1-methyl-6-oxo-1,6-dihydropyrimidine-4-carboxylic acid ethyl ester C(C)OC(=O)C=1N=C(N(C(C1OC)=O)C)CC(C=1C=NN(C1)C)C1=C(C=CC=C1)C#N